CC(C(C(=O)O)N)CC β-methyl-α-aminopentanoic acid